C(C)(=O)N1\C(\C(C2=CC=CC=C12)=O)=C/C1=NC2=CC=C(C=C2C(=C1)C1=C2CCN(CC2=CC=C1)C(C)=O)C(=O)N1CCOCC1 (Z)-1-acetyl-2-((4-(2-acetyl-1,2,3,4-tetra-hydroisoquinolin-5-yl)-6-(morpholine-4-carbonyl)quinolin-2-yl)methylene)-indolin-3-one